C1(CC1)C([C@@H](C(=O)NC1=CC=C(C=C1)C=1N(C=NC1C)C)NC(=O)C=1N(N=CC1)C(C)C)C1CC1 N-[(1S)-1-(dicyclopropylmethyl)-2-[4-(3,5-dimethylimidazol-4-yl)anilino]-2-oxo-ethyl]-2-isopropyl-pyrazole-3-carboxamide